Ethyl 4-hydroxy-2-oxo-1-((5-oxo-1-phenylpyrrolidin-3-yl) methyl)-1,2-dihydroquinoline-3-carboxylate OC1=C(C(N(C2=CC=CC=C12)CC1CN(C(C1)=O)C1=CC=CC=C1)=O)C(=O)OCC